2-(4-(Benzyloxy)-6-chloro-2-methylpyridin-3-yl)-1,3,4-oxadiazole C(C1=CC=CC=C1)OC1=C(C(=NC(=C1)Cl)C)C=1OC=NN1